Cl.Cl.C1N(CC[C@]12CNCCC2)C2=CC=C(C=N2)C=2C=1N(C=C(C2)OCC)N=CC1C#N (R)-4-(6-(2,7-diazaspiro[4.5]dec-2-yl)pyridin-3-yl)-6-ethoxypyrazolo[1,5-a]pyridine-3-carbonitrile dihydrochloride